2'-deoxyguanosine monophosphate azide [N-]=[N+]=[N-].P(=O)([O-])([O-])OC[C@@H]1[C@H](C[C@@H](O1)N1C=NC=2C(=O)NC(N)=NC12)O